FC(OC=1C=C(C=C(C1C(=O)N1C=CS(C=C1)(=O)=O)OC)C1=CN=C2N1C=CC(=C2)C(C#N)(C)C)F 2-[3-[3-(Difluoromethoxy)-4-(1,1-dioxo-1,4-thiazine-4-carbonyl)-5-methoxy-phenyl]imidazo[1,2-a]pyridin-7-yl]-2-methyl-propionitrile